C(C)(=O)N1C[C@H](CC1)OC=1C(=CC(=C2CCN([C@@H](C12)CN1C(C2=CC=CC=C2C1=O)=O)C(=O)[C@H]1[C@H](CCCC1)C(=O)O)Cl)Cl (1S,2r)-2-((S)-8-(((S)-1-acetylpyrrolidin-3-yl)oxy)-5,7-dichloro-1-((1,3-dioxoisoindolin-2-yl)methyl)-1,2,3,4-tetrahydroisoquinoline-2-carbonyl)cyclohexane-1-carboxylic acid